ClC=1C(=NC(=NC1)NC1=C(C=C(C(=C1)C(F)(F)F)N1CCC(CC1)N1CCN(CC1)C)OC)NC=1C(=C2N=CC=NC2=CC1)NS(=O)(=O)C N-(6-((5-chloro-2-((2-methoxy-4-(4-(4-methylpiperazin-1-yl)piperidin-1-yl)-5-(trifluoromethyl)phenyl)amino)pyrimidin-4-yl)amino)quinoxalin-5-yl)methanesulfonamide